FC=1C=C(C(=C(C1)C(C(=O)O)N(CCC(CC1CCN(CC1)C)C1=CC(=CC=C1)C(F)(F)F)C)C1CCC(CC1)OC(F)(F)F)C 2-(5-fluoro-3-methyl-2-((1r,4r)-4-(trifluoromethoxy)cyclohexyl)phenyl)-2-(methyl(4-(1-methylpiperidin-4-yl)-3-(3-(trifluoromethyl)phenyl)butyl)amino)acetic acid